ClC=1C=CC(=NC1)CN1C(=NC=2N(C(N(C(C12)=O)CCCO)=O)C)OC1=C(C=CC=C1)OC 7-((5-chloropyridin-2-yl)methyl)-1-(3-hydroxypropyl)-8-(2-methoxyphenoxy)-3-methyl-1H-purine-2,6(3H,7H)-dione